C(C)N1C(=NC=2C1=NC(=CC2)C(=O)NC2=CC(=CC=C2)S(=O)(=O)C)C(C2=CC=CC=C2)(C2=CC=CC=C2)O 3-Ethyl-2-(hydroxydiphenylmethyl)-N-(3-(methylsulfonyl)phenyl)-3H-imidazo[4,5-b]pyridine-5-carboxamide